C(CCCC)C1CCC(CC1)C1=CC=C(C=C1)Br p-(4-n-pentylcyclohexyl)-bromobenzene